6-(2-(6-methylpyridin-2-yl)-6,7-dihydro-8H-pyrimido[5,4-b][1,4]oxazin-8-yl)pyrimidin-4-amine CC1=CC=CC(=N1)C=1N=CC=2OCCN(C2N1)C1=CC(=NC=N1)N